2-((3-bromo-5-methoxy-7-methyl-1H-indol-4-yl)-methyl)-3-hydroxy-2H-indazole-5-carbonitrile BrC1=CNC2=C(C=C(C(=C12)CN1N=C2C=CC(=CC2=C1O)C#N)OC)C